FN(N)C1=NC=CC=N1 fluoro-pyrimidin-2-yl-hydrazine